2-(5-(hydroxymethyl)pyrrolidin-2-yl)phenol OCC1CCC(N1)C1=C(C=CC=C1)O